(E)-N-[4-(3-chloro-2-fluoro-anilino)-7-[2-[(1R,5S)-3-methyl-4-oxo-3-azabicyclo[3.1.0]hexan-1-yl]ethynyl]quinazolin-6-yl]-4-(2,2,3,3,5,5,6,6-octadeuteriomorpholin-4-yl)but-2-enamide ClC=1C(=C(NC2=NC=NC3=CC(=C(C=C23)NC(\C=C\CN2C(C(OC(C2([2H])[2H])([2H])[2H])([2H])[2H])([2H])[2H])=O)C#C[C@@]23CN(C([C@H]3C2)=O)C)C=CC1)F